(3r,5r,7r)-N-(6-(3-((3-((1r,4r)-4-hydroxycyclohexyl)-4-imino-5,6-diphenyl-3,4-dihydro-7H-pyrrolo[2,3-d]pyrimidin-7-yl)methyl)phenyl)hex-5-yn-1-yl)adamantane-1-carboxamide OC1CCC(CC1)N1C=NC2=C(C1=N)C(=C(N2CC=2C=C(C=CC2)C#CCCCCNC(=O)C21CC3CC(CC(C2)C3)C1)C1=CC=CC=C1)C1=CC=CC=C1